CN(CCC1CCN(CC1)C1=C(C=C(C=N1)CO)C)C (6-(4-(2-(dimethylamino)ethyl)piperidin-1-yl)-5-methylpyridin-3-yl)methanol